NC(CC)C 3-aminobutan